[Si](OCC)(OCC)(OCC)OCC orthosilicic acid, Tetraethyl ester